2,2,12,12-tetramethyl-5,9-dihydroxy-3,7,1-trithiatridecane CC(S)(SCC(CSCC(CCC(C)(C)C)O)O)C